3-(1-methylindazol-5-yl)-2-oxoimidazole CN1N=CC2=CC(=CC=C12)N1C(NC=C1)=O